tert-butyl (3-((3-(3,5-difluorophenyl)-5-(1H-indol-2-yl)pyridin-4-yl)amino)propyl)carbamate FC=1C=C(C=C(C1)F)C=1C=NC=C(C1NCCCNC(OC(C)(C)C)=O)C=1NC2=CC=CC=C2C1